F[C@@H]1CN(CC[C@@H]1OC)C1CCNCC1 (3R,4S)-3-fluoro-4-methoxy-[1,4'-bipiperidine]